monobromobisphenol a CC(C)(C1=CC=C(C=C1)O)C2=CC(=C(C=C2)O)Br